FC1=C2C=CN(C2=C(C=C1)C(=O)NC12CCC(C1)(C2)CC(=O)O)CC2=CC=C(C=C2)C(F)(F)F 2-(4-(4-fluoro-1-(4-(trifluoromethyl)benzyl)-1H-indole-7-carboxamido)bicyclo[2.1.1]hexan-1-yl)acetic acid